trans-N-[4-[2-[4-(2,3-dichlorophenyl)piperazin-1-yl]ethyl]cyclohexyl]-N',N'-dimethylurea ClC1=C(C=CC=C1Cl)N1CCN(CC1)CC[C@@H]1CC[C@H](CC1)NC(=O)N(C)C